FC=1CCCS(OC1)(=O)=O 6-fluoro-4,5-dihydro-3H-oxathiepine 2,2-dioxide